(4-methyl-1,3-phenylene)bis(maleimide) CC1=C(C=C(C=C1)C=1C(=O)NC(C1)=O)C=1C(=O)NC(C1)=O